(3-methoxy-d3-phenoxy)-nitrobenzene C(OC=1C=C(OC2=C(C=CC=C2)[N+](=O)[O-])C=CC1)([2H])([2H])[2H]